C(CCCC(=O)[O-])(=O)OCC\C=C/CCCCC O1-[(Z)-non-3-enyl] pent-anedioate